C(CCCCCCCC)OC(CCCCCCCNCCCO)=O 8-((3-hydroxypropyl)amino)octanoic acid nonyl ester